(1aR,7bS)-2-hydroxy-5-({1-[(4S)-4-hydroxy-D-prolyl]azetidin-3-yl}oxy)-1,1a,2,7b-tetrahydrocyclopropa[c][1,2]benzoxaborinine-4-carboxylic acid OB1OC2=C([C@@H]3[C@H]1C3)C=CC(=C2C(=O)O)OC2CN(C2)C([C@@H]2NC[C@H](C2)O)=O